NCC1=NNC(C2=CC=C(C=C12)C=1C=NN(C1N1CC2=CC=C(C=C2C1=O)C#N)C)=O 2-{4-[4-(aminomethyl)-1-oxo-1,2-dihydro-phthalazin-6-yl]-1-methyl-1H-pyrazol-5-yl}-3-oxo-2,3-dihydro-1H-isoindole-5-carbonitrile